diethyl-thiocarbamic acid sodium trihydrate O.O.O.[Na].C(C)N(C(O)=S)CC